COC1=C(C=CC(=C1)C1COCC1)B1OC(C(O1)(C)C)(C)C 2-(2-methoxy-4-(tetrahydrofuran-3-yl)phenyl)-4,4,5,5-tetramethyl-1,3,2-dioxaborolane